C1(CCCC1)N1C(N(C=2C=NC(=CC21)NC2=C(C=C(C=C2)OC)C)CCO)=O 1-cyclopentyl-3-(2-hydroxyethyl)-6-((4-methoxy-2-methylphenyl)amino)-1,3-dihydro-2H-imidazo[4,5-c]pyridin-2-one